N[C@H](CO)C (2S)-2-amino-1-propanol